2-ethyl-9,10-diethoxy-1,2,3,4-tetrahydroanthracene C(C)C1CC2=C(C3=CC=CC=C3C(=C2CC1)OCC)OCC